NC=1C(=CC2=C(NC([C@@H](N(C2=O)C)CC(=O)N(C)C)=O)C1)OC1=CC(=CC(=C1)C)C (S)-2-[8-amino-7-(3,5-dimethylphenoxy)-4-methyl-2,5-dioxo-2,3,4,5-tetrahydro-1H-benzo[e][1,4]diazepin-3-yl]-N,N-dimethylacetamide